C(\C=C\C=C\C=C\CC)=O (E,E,E)-2,4,6-Nonatrienal